ethionic acid hydrate O.S(=O)(=O)(O)CCS(=O)(=O)O